C(CC)(=O)[O-].[NH4+] Ammonium propionat